(S)-4-(2-(4-(2-acetyl-5-chlorophenyl)-3-isopropoxy-6-oxopyridazin-1(6H)-yl)-3-phenylpropionamido)benzoic acid C(C)(=O)C1=C(C=C(C=C1)Cl)C=1C(=NN(C(C1)=O)[C@H](C(=O)NC1=CC=C(C(=O)O)C=C1)CC1=CC=CC=C1)OC(C)C